C(C)OC(=O)OC(=O)OCC.C(OCC)(=O)OC(=O)OCC Diethyl pyrocarbonate diethyl-pyrocarbonate